N-oleoyl-N-methyl-taurine C(CCCCCCC\C=C/CCCCCCCC)(=O)N(CCS(=O)(=O)O)C